phenyl-phosphoryl-vanillyl alcohol C1(=CC=CC=C1)P(=O)=C(C1=CC(OC)=C(O)C=C1)O